3-Monochloroprop-ane-1,2-diol ClCC(CO)O